C(CCCCCCCCCCCCCCCCC)(=O)[O-].C(CCCCCCCCCCCCCCCCC)(=O)[O-].C(CCCCCCCCCCCCCCCCC)(=O)[O-].C(CCC)[Sn+3] butyltin trisstearate